((t-butyldimethylsilyl)oxy)-1-methylphthalic acid [Si](C)(C)(C(C)(C)C)OC=1C(C(C(=O)O)(C=CC1)C)C(=O)O